diethylsulfamoyl fluoride C(C)N(S(=O)(=O)F)CC